C(C)OC(=O)C=1N=CC=2NC3=CC=CC=C3C2C1 ethyl-β-carboline-3-carboxylate